OCCC1(N)CC2=C(C=C1)OCO2 1-beta-Hydroxyethyl-3,4-methylendioxyanilin